ethyl 2-[(7-bromo-1H-indazol-6-yl) carbamoyl]-3-methyl-butanoate BrC=1C(=CC=C2C=NNC12)NC(=O)C(C(=O)OCC)C(C)C